C(N)(=O)CC[C@@H]([C@@H](C)OCC1=CC=C(C=C1)C#CCOCCOCCO)NC(OC(C)(C)C)=O tert-butyl N-[(3S,4R)-1-carbamoyl-4-[(4-[3-[2-(2-hydroxyethoxy) ethoxy]prop-1-yn-1-yl]phenyl)methoxy] pentan-3-yl]carbamate